(S)-6-(2-((2-formyl-3-hydroxyphenoxy)methyl)piperidine-1-carbonyl)-2-hydroxy-3-methoxybenzaldehyde C(=O)C1=C(OC[C@H]2N(CCCC2)C(=O)C2=CC=C(C(=C2C=O)O)OC)C=CC=C1O